(R)-5-((1H-1,2,3-triazol-1-yl)methyl)-3-(3,5-difluoro-4-(4-(oxetan-3-yl)piperazin-1-yl)phenyl)oxazolidin-2-one N1(N=NC=C1)C[C@H]1CN(C(O1)=O)C1=CC(=C(C(=C1)F)N1CCN(CC1)C1COC1)F